(3-(dimethylamino)propyl)carbamodithioic acid CN(CCCNC(=S)S)C